N[C@H]1[C@@H](CC2=CC=CC=C12)N(C=1C=C2C(N(C(C2=CC1)=O)C1C(NC(CC1)=O)=O)=O)C 5-(((1R,2R)-1-amino-2,3-dihydro-1H-inden-2-yl)(methyl)amino)-2-(2,6-dioxopiperidin-3-yl)isoindoline-1,3-dione